6-chloro-N-(3,4-dichloro-2-fluoro-phenyl)pyrido[3,2-d]pyrimidin-4-amine ClC=1C=CC=2N=CN=C(C2N1)NC1=C(C(=C(C=C1)Cl)Cl)F